N,N-diphenyl-2-(4,4,5,5-tetramethyl-1,3,2-dioxaborolan-2-yl)benzofuran-6-amine C1(=CC=CC=C1)N(C1=CC2=C(C=C(O2)B2OC(C(O2)(C)C)(C)C)C=C1)C1=CC=CC=C1